CC(C)N1CCCCC1 (propan-2-yl)piperidin